3-cyclopropyl-5-(4-((6-isobutyl-2,6-diazaspiro[3.3]hept-2-yl)methyl)phenyl)-7-methyl-2-(4-(methylsulfonyl)phenyl)-3H-imidazo[4,5-b]pyridine C1(CC1)N1C(=NC=2C1=NC(=CC2C)C2=CC=C(C=C2)CN2CC1(C2)CN(C1)CC(C)C)C1=CC=C(C=C1)S(=O)(=O)C